COC1=C(C=CC=C1OC)C(O)C1CCN(CC1)CCC1=CC=C(C=C1)F α-(2,3-dimethoxyphenyl)-1-[2-(4-fluorophenyl)ethyl]-4-piperidine-methanol